Triethylene Glycol Monobutyl Ether Acetate C(C)(=O)OCCOCCOCCOCCCC